O1C(CCC1)CNC1=CC=2N(C(=C1)C1=CC=C(C#N)C=C1)N=CN2 4-{7-[(oxolan-2-ylmethyl)amino]-[1,2,4]triazolo[1,5-a]pyridin-5-yl}benzonitrile